O[C@@H]1CC(OC1)=O (R)-4-hydroxydihydrofuran-2(3H)-one